FC(C=1C=NC(=NC1)C=1C=C2C=CN(C(C2=CC1F)=O)CCC[C@H](COC([2H])([2H])[2H])NC=1C=NNC(C1C(F)(F)F)=O)F 6-[5-(difluoromethyl)pyrimidin-2-yl]-7-fluoro-2-[(4R)-4-[[6-oxo-5-(trifluoromethyl)-1H-pyridazin-4-yl]amino]-5-(trideuteriomethoxy)pentyl]isoquinolin-1-one